(1R,2S)-2-(3-((5-ethoxy-2-ethynylpyrimidin-4-yl)amino)-1H-indazol-6-yl)-5'-methoxyspiro[cyclopropane-1,3'-indolin]-2'-one C(C)OC=1C(=NC(=NC1)C#C)NC1=NNC2=CC(=CC=C12)[C@@H]1C[C@@]12C(NC1=CC=C(C=C21)OC)=O